3-hydroxymethyl-2-nonen OCC(=CC)CCCCCC